FC1(CN(C1)C(=O)C1=C(C=C(C=C1OC)C1=CN=C2N1C=CC(=C2)C=2C=NN(C2)C)OC)F (3,3-difluoroazetidin-1-yl)-[2,6-dimethoxy-4-[7-(1-methylpyrazol-4-yl)imidazo[1,2-a]pyridin-3-yl]phenyl]methanone